N[C@H](CO)C1=CC(=C(C(=O)O)C=C1)C 4-((1S)-1-amino-2-hydroxyethyl)-2-methylbenzoic acid